N1CC(CC1)CNC(OC(C)(C)C)=O tert-butyl (pyrrolidin-3-ylmethyl)carbamate